tert-butyl 1-formyl-2-azabicyclo[3.1.0]hexane-2-carboxylate C(=O)C12N(CCC2C1)C(=O)OC(C)(C)C